(4-(7-(cyclopentyloxy)-8-fluoro-1,3,4,5-tetrahydro-2H-benzo[c]azepin-2-yl)-2,6-dimethylphenyl)-3,3-dimethylbutyramide C1(CCCC1)OC1=CC2=C(CN(CCC2)C2=CC(=C(C(=C2)C)C(C(=O)N)C(C)(C)C)C)C=C1F